N2-(4-(1-ethyl-1H-pyrazol-4-yl)-2-methoxyphenyl)-N8-(2-methoxy-2-methylpropyl)pyrido[3,4-d]pyrimidine-2,8-diamine C(C)N1N=CC(=C1)C1=CC(=C(C=C1)NC=1N=CC2=C(N1)C(=NC=C2)NCC(C)(C)OC)OC